1,3-bisaminomethylcyclohexane adipate C(CCCCC(=O)O)(=O)O.NCC1CC(CCC1)CN